1-(3-chlorophenyl)-N-cyclopropyl-N-methyl-1H-benzo[d]imidazole-5-carboxamide ClC=1C=C(C=CC1)N1C=NC2=C1C=CC(=C2)C(=O)N(C)C2CC2